F[C@@H]1[C@@H](C1)NC1=NC=CC(=C1)CN1C(N(C(C1(C)C)=O)C1=CC=C2C3(CN(C2=C1)S(=O)(=O)C)CCC3)=O 1-((2-(((1R,2S)-2-fluorocyclopropyl)amino)pyridin-4-yl)methyl)-5,5-dimethyl-3-(1'-(methylsulfonyl)spiro[cyclobutane-1,3'-indolin]-6'-yl)imidazolidine-2,4-dione